CSC1=C2C(=NC=N1)N(N=C2)[C@H]2[C@H](O)[C@H](O)[C@H](O2)CO 4-methylthio-1-β-D-ribofuranosyl-1H-pyrazolo[3,4-d]pyrimidine